COC(=O)C1CN(CCC1)C(=O)OCC1=CC=CC=C1 piperidine-1,3-dicarboxylic acid 1-benzyl ester 3-methyl ester